4-(3,3-difluorocyclobutoxy)-1-(trifluoromethyl)-5,6-dihydrospiro[cyclopenta[c]pyridine-7,2'-[1,3]dioxolane] FC1(CC(C1)OC=1C2=C(C(=NC1)C(F)(F)F)C1(OCCO1)CC2)F